2-chloro-5-(5-((cyclohexyl-(methyl)amino)methyl)-1H-tetrazol-1-yl)benzonitrile ClC1=C(C#N)C=C(C=C1)N1N=NN=C1CN(C)C1CCCCC1